(S)-N-(5-(2-(methoxymethyl)benzamido)-1-(5-(naphthalen-2-yl)-1H-imidazol-2-yl)pentyl)thiazole-5-carboxamide COCC1=C(C(=O)NCCCC[C@@H](C=2NC(=CN2)C2=CC3=CC=CC=C3C=C2)NC(=O)C2=CN=CS2)C=CC=C1